C(C)(=O)OC[C@H]1O[C@H]([C@@H](C1)OC(C)=O)N1C2=NC(=NC=C2N(C1=O)CC#C)N ((2S,4R,5R)-4-acetoxy-5-(2-amino-8-oxo-7-(prop-2-yn-1-yl)-7,8-dihydro-9H-purin-9-yl) tetrahydrofuran-2-yl)methyl acetate